(E)-3-[5,7-difluoro-2-(4-fluorophenyl)-1H-indol-3-yl]-N-[(3S)-2-oxopyrrolidin-3-yl]prop-2-enamide FC=1C=C2C(=C(NC2=C(C1)F)C1=CC=C(C=C1)F)/C=C/C(=O)N[C@@H]1C(NCC1)=O